C(CCCCCCC\C=C/CCCCCCCC)N(CCO)CCO N-oleyl-diethanolamine